rac-tert-Butyl (2-((1S,6S)-6-((tert-butoxycarbonyl)amino)cyclohex-3-en-1-yl)-5-chloro-3-(pyridin-3-ylethynyl)thieno[3,2-b]pyridin-7-yl)(thiophen-2-ylmethyl)carbamate C(C)(C)(C)OC(=O)N[C@H]1CC=CC[C@@H]1C1=C(C2=NC(=CC(=C2S1)N(C(OC(C)(C)C)=O)CC=1SC=CC1)Cl)C#CC=1C=NC=CC1 |r|